BrC1=CC=C2C=3C(=CN=NC13)C(N2)=O 8-bromopyrrolo[4,3,2-de]cinnolin-4(5H)-one